[1-[(1-methylpyrazol-4-yl)methyl]-4-piperidinyl]methylamine CN1N=CC(=C1)CN1CCC(CC1)CN